C(C)N1N=C(C(=C1)C=1C=C2C(=NC1)CNC2=O)C(F)(F)F 3-(1-ethyl-3-(trifluoromethyl)-1H-pyrazol-4-yl)-6,7-dihydro-5H-pyrrolo[3,4-b]pyridin-5-one